1,3,5-trimethylcyclohexane-1,3,5-tricarboxylic acid CC1(CC(CC(C1)(C(=O)O)C)(C(=O)O)C)C(=O)O